NC=1NC(C2=C(N1)C=NN2CC2=C(C=C(C(=O)O)C=C2)OC)=O 4-((5-amino-7-oxo-6,7-dihydro-1H-pyrazolo-[4,3-d]pyrimidin-1-yl)methyl)-3-methoxybenzoic acid